ClC1=CC=C(C=C1)C1=N[C@H](C=2N(C3=C1C(=C(S3)C)C)C(=NN2)C)CC(=O)N ((S)-4-(4-chlorophenyl)-2,3,9-trimethyl-6H-thieno[3,2-f][1,2,4]triazolo[4,3-a][1,4]diazaepin-6-yl)acetamide